N,N-Dimethyl-2-oxiranemethanamine CN(CC1OC1)C